copper 2,5-dihydroxybenzenedicarboxylic acid OC1(C(C=C(C=C1)O)C(=O)O)C(=O)O.[Cu]